C1(CC1)C=1C(=C(C(=C(C1)C1=C(C=C(C=C1C)F)CCCCC=C)F)[C@H](CC(=O)OCC)NC([C@@H](CC=C)O)=O)F Ethyl (3S)-3-(5-cyclopropyl-2,4,4'-trifluoro-2'-(hex-5-en-1-yl)-6'-methyl-[1,1'-biphenyl]-3-yl)-3-((R)-2-hydroxypent-4-enamido)propanoate